tert-butyl N-[2-amino-4-(4-chlorophenyl)phenyl]carbamate NC1=C(C=CC(=C1)C1=CC=C(C=C1)Cl)NC(OC(C)(C)C)=O